methyl O-acetyl-N-(N-(2-(4-((6-azidohexanamido)methyl)phenyl)thiazole-4-carbonyl)-O-(tert-butyldimethylsilyl)-L-seryl)-L-serinate C(C)(=O)OC[C@H](NC([C@@H](NC(=O)C=1N=C(SC1)C1=CC=C(C=C1)CNC(CCCCCN=[N+]=[N-])=O)CO[Si](C)(C)C(C)(C)C)=O)C(=O)OC